N-[5-(2,2-difluoroethyl)-4,6-dimethoxy-pyrimidin-2-yl]-6-methyl-7-(2-pyrimidinyl)-1H-indole-3-sulfonic acid amide FC(CC=1C(=NC(=NC1OC)NS(=O)(=O)C1=CNC2=C(C(=CC=C12)C)C1=NC=CC=N1)OC)F